NC1=C2N=CN(C2=NC=N1)C[C@@H](C)OCP(OCCCSCCCCCCCCCCCCC1=CC(=CC=C1)F)(O)=O 3-((12-(3-fluorophenyl)dodecyl)thio)propyl hydrogen ((((R)-1-(6-amino-9H-purin-9-yl)propan-2-yl)oxy)methyl)phosphonate